1-{1-Methyl-3-[(3-trifluoromethyl-pyridin-2-ylmethyl)-amino]-1H-pyrazol-4-yl}-ethanone CN1N=C(C(=C1)C(C)=O)NCC1=NC=CC=C1C(F)(F)F